6-(1-((2-(2,6-dioxopiperidin-3-yl)-1,3-dioxoisoindolin-5-yl)methyl)piperidin-4-yl)-2-(4-phenoxyphenyl)nicotinamide O=C1NC(CCC1N1C(C2=CC=C(C=C2C1=O)CN1CCC(CC1)C1=NC(=C(C(=O)N)C=C1)C1=CC=C(C=C1)OC1=CC=CC=C1)=O)=O